(-)-2-(4-Fluorophenyl)-3-[1-(2-methylphenyl)-6-oxo-1,6-dihydropyridazin-3-yl]-4,5,6,7-tetrahydropyrazolo[1,5-a]pyrimidine-6-carbonitrile FC1=CC=C(C=C1)C1=NN2C(NCC(C2)C#N)=C1C1=NN(C(C=C1)=O)C1=C(C=CC=C1)C